O(C1=CC=CC=C1)C1=CN=C(S1)NC(=O)[C@@H]1N(CCC1)S(N)(=O)=O (2R)-N-(5-phenoxythiazol-2-yl)-1-sulfamoyl-pyrrolidine-2-carboxamide